3-chloro-N-methyl-6,7-dihydro-5H-thieno[3,2-b]pyran-6-amine hydrochloride Cl.ClC1=CSC2=C1OCC(C2)NC